[N+](=O)([O-])C1=CC=C(O[P@@](=O)(OC2=CC=CC=C2)N[C@H](C(=O)OCC(CC)CC)C)C=C1 2-Ethylbutyl (2s)-2-([(s)-(4-nitrophenoxy)(phenoxy)phosphoryl]amino)propanoate